O1C2=C(OCC1C=1N[C@@H](C(N1)([2H])[2H])[2H])C(=C(C(=C2[2H])[2H])[2H])[2H] (5R)-2-(2,3-dihydrobenzo[b][1,4]dioxin-2-yl-5,6,7,8-d4)-4,5-dihydro-1H-imidazole-4,4,5-d3